C(C1=CC=CC=C1)C1N(CCCCC1)C1=CC(=CC(N1)=O)N1C[C@H](O[C@@H](C1)C)C 6-(2-benzylazepan-1-yl)-4-((2R,6R)-2,6-dimethylmorpholino)pyridin-2(1H)-one